C1(=CC=CC=C1)CS(=O)(=O)OC1=C(O[C@](C1=O)([2H])C1=C(C=CC(=C1)F)Cl)N (R)-2-amino-5-(2-chloro-5-fluorophenyl)-4-oxo-4,5-dihydrofuran-3-yl-5-d phenylmethanesulfonate